CC1(CCN(CC1)C(=O)OC(C)(C)C)CN1CCNCC1 tert-butyl 4-methyl-4-(piperazin-1-ylmethyl)piperidine-1-carboxylate